COC1=CC=C(C=C1)CC(CCC(=O)O)C 5-(4-methoxyphenyl)-4-methylpentanoic acid